C1[C@@H]2N(CCN1)CCC2 R-octahydropyrrolo[1,2-a]pyrazine